FC=1C=C(C=CC1OC1=CC=NC2=CC(=C(C=C12)OC)OCCCN1CCOCC1)NC(=O)C1=C2C(=CN(C1=O)C1=CC=C(C=C1)F)CCC2 N-(3-fluoro-4-((6-methoxy-7-(3-morpholinopropoxy)quinolin-4-yl)oxy)phenyl)-2-(4-fluorophenyl)-3-oxo-3,5,6,7-tetrahydro-2H-cyclopenta[c]pyridine-4-carboxamide